ClC1=C(N=C(C=2C(N3[C@@H](COC21)CN(CC3)C(=O)OC(C)(C)C)=O)N3CC(N(CC3)C)(C)C)C3=C(C=CC=C3)F tert-Butyl (R)-4-chloro-3-(2-fluorophenyl)-12-oxo-1-(3,3,4-trimethylpiperazin-1-yl)-6a,7,9,10-tetrahydro-12H-pyrazino[2,1-c]pyrido[3,4-f][1,4]oxazepine-8(6H)-carboxylate